(6-Chlorochroman-3-yl)-[2-(5-chloro-1H-pyrazol-4-yl)-7-[(2S)-2-hydroxypropyl]pyrrolo[2,3-d]pyrimidin-5-yl]methanone ClC=1C=C2CC(COC2=CC1)C(=O)C1=CN(C=2N=C(N=CC21)C=2C=NNC2Cl)C[C@H](C)O